3-hydroxy-2-(2,2,2-trifluoroacetyl)-1H-pyrido[3,2,1-kl]phenothiazine OC1=C(CN2C3=C1C=CC=C3SC=3C=CC=CC23)C(C(F)(F)F)=O